(5E)-6-cyano-N,N,2-trimethyl-7-oxo-4,8-dioxa-2,5-diazadec-5-en-3-iminium tetrafluoroborate F[B-](F)(F)F.C(#N)\C(=N/OC(N(C)C)=[N+](C)C)\C(OCC)=O